COC(C#CCCCl)OC 1,1-dimethoxy-5-chloro-2-pentyne